BrCCCCCCCCCCCCCCCCCCCCC(=O)OCC ethyl 21-bromoheneicosanoate